CC1=CC=CC=2C3=CC=CC(=C3N(C12)C1=CC(=CC=C1)N1C2=C(C=CC=C2C=2C=CC=C(C12)C)C)C 1,3-bis(1,8-dimethyl-9H-9-carbazolyl)benzene